C(C)(=O)OCCOC1=CC(=C(C(=C1)Cl)N1C(=CC(C2=C(N=CC(=C12)Cl)OCC(C(=O)NC)OP(=O)(OCC1=CC=CC=C1)OCC1=CC=CC=C1)=O)C)Cl 2-(4-(5-(2-((bis(benzyloxy)phosphoryl)oxy)-3-(methylamino)-3-oxopropoxy)-8-chloro-2-methyl-4-oxo-1,6-naphthyridin-1(4H)-yl)-3,5-dichlorophenoxy)ethyl acetate